ClC1=CC2=C(N=C(C=3CC4(CC4)N(CC23)C(=O)OC(C)(C)C)OS(=O)(=O)C(F)(F)F)C(=C1)F tert-butyl 9-chloro-7-fluoro-5-(((trifluoromethyl) sulfonyl) oxy)-1,4-dihydro-2H-spiro[benzo[c][2,6]naphthyridine-3,1'-cyclopropane]-2-carboxylate